ethane-1-ol C(C)O